2-Methoxy-4-[3-(3-trifluoromethyl-benzenesulfonylamino)-benzoylamino]-benzoic acid COC1=C(C(=O)O)C=CC(=C1)NC(C1=CC(=CC=C1)NS(=O)(=O)C1=CC(=CC=C1)C(F)(F)F)=O